β-D-Talose O[C@H]1[C@@H](O)[C@@H](O)[C@@H](O)[C@H](O1)CO